C(C)(C)(C)OC(=O)N1C=C(C=C1)N (S)-3-aminopyrrole-1-carboxylic acid tert-butyl ester